COC(=O)OCC([C@H](C[C@H]1C(N(CC1)C(=O)OC)=O)NC([C@@H](NC(=O)C=1NC2=CC=CC(=C2C1)OC)CC(C)C)=O)=O methyl (3S)-3-[(2S)-4-[(methoxycarbonyl) oxy]-2-({N-[(4-methoxy-1H-indol-2-yl) carbonyl]-L-leucyl} amino)-3-oxobutyl]-2-oxopyrrolidine-1-carboxylate